(R)-N-(3,3-difluoro-1-(3-methyloxetan-3-yl)piperidin-4-yl)-4-methoxy-5-(1-(2,2,2-trifluoroethyl)-1H-benzo[d][1,2,3]triazol-6-yl)pyrrolo[2,1-f][1,2,4]triazin-2-amine FC1(CN(CC[C@H]1NC1=NN2C(C(=N1)OC)=C(C=C2)C=2C=CC1=C(N(N=N1)CC(F)(F)F)C2)C2(COC2)C)F